N-(6-amino-5-ethylpyridin-3-yl)-2-((2S,5R)-5-methyl-2-(p-tolyl)-4-(1-(trifluoromethyl)cyclopropanecarbonyl)piperazin-1-yl)-2-oxoacetamide NC1=C(C=C(C=N1)NC(C(=O)N1[C@H](CN([C@@H](C1)C)C(=O)C1(CC1)C(F)(F)F)C1=CC=C(C=C1)C)=O)CC